4-[(methylamino)methyl]-6-(1-methylcyclopropyl)-2-(6-{4-[(3ξ)-1,1,1-trifluoropentan-3-yl]-4H-1,2,4-triazol-3-yl}pyridin-2-yl)-2,3-dihydro-1H-pyrrolo[3,4-c]pyridin-1-one CNCC1=NC(=CC2=C1CN(C2=O)C2=NC(=CC=C2)C2=NN=CN2C(CC(F)(F)F)CC)C2(CC2)C